C(CCCCCCCCCCCCC)(=O)OC(CN(CC(CCCCCC)OC(CCCCCCCCCCCCC)=O)CCCN(C)C)CCCCCC ((3-(dimethylamino)propyl)azanediyl)bis(octane-1,2-diyl) ditetradecanoate